[N+](=O)([O-])C1=CC=C(C=C1)NC(C=C)=O N-4-nitrophenyl-acrylamide